FC(C1=CC=C(C=C1)N1CC(CC2=CC=CC=C12)CNC(C=C)=O)(F)F N-((1-(4-(trifluoromethyl)phenyl)-1,2,3,4-tetrahydroquinolin-3-yl)methyl)acrylamide